CC1=CC=C2C(=C3N(C(C2=C1)=O)C(C1=CC=CC=C13)CC(C)=O)C1=CC=CC=C1 3-methyl-7-(2-oxopropyl)-12-phenylisoindolo[2,1-b]isoquinolin-5(7H)-one